5-((4-methoxyphenyl)(4-phenoxyphenyl)methyl)pyrimidine-2,4-diol COC1=CC=C(C=C1)C(C=1C(=NC(=NC1)O)O)C1=CC=C(C=C1)OC1=CC=CC=C1